C1(CCCCC1)[C@@H](C(=O)NC1=CC=C(C=C1)C=1C(=NNC1C)C)NC(=O)C1=CSC2=C1C=CC=C2 N-[(1S)-1-cyclohexyl-2-[4-(3,5-dimethyl-1H-pyrazol-4-yl)anilino]-2-oxo-ethyl]benzothiophene-3-carboxamide